((tert-butyldimethylsilyloxy)methyl)-N-methoxy-N-methylbicyclo[1.1.1]pentane-1-carboxamide [Si](C)(C)(C(C)(C)C)OCC1C2(CC1C2)C(=O)N(C)OC